CC=1C=CC=C2C(=CN=NC12)NC1=NC(=NC=C1)NC1=CC(=CC=C1)CN1CCN(CC1)C N4-(8-methyl-cinnolin-4-yl)-N2-(3-((4-methyl-piperazin-1-yl)methyl)phenyl)pyrimidine-2,4-diamine